3-(2-bromothiophen-3-yl)propanamide BrC=1SC=CC1CCC(=O)N